C(=C)(C)C1=C(C=CC=C1)NC(C1=CC=C(C=C1)I)=O N-(2-isopropenylphenyl)p-iodobenzamide